O=C1C2=CC(=CC=C2OC=2C=CC=C(C12)C(=O)O)C(=O)O 9-oxo-9H-xanthene-1,7-dicarboxylic acid